ethyl 9,16-dihydroxyhexadecanoate OC(CCCCCCCC(=O)OCC)CCCCCCCO